(5R)-2-[1-(5-chloropyridin-2-yl)cyclopropane-1-carbonyl]-9,9-dimethyl-8-oxo-2-azaspiro[4.5]dec-6-ene-7-carbonitrile ClC=1C=CC(=NC1)C1(CC1)C(=O)N1C[C@]2(CC1)C=C(C(C(C2)(C)C)=O)C#N